3-(N-(4'-fluoro-4-(trifluoromethyl)-[1,1'-biphenyl]-2-yl)sulfamoyl)-4-methoxybenzoic acid FC1=CC=C(C=C1)C1=C(C=C(C=C1)C(F)(F)F)NS(=O)(=O)C=1C=C(C(=O)O)C=CC1OC